7-fluoro-8-((triisopropylsilyl)ethynyl)naphthalene-1,3-diyl bis(trifluoromethanesulfonate) FC(S(=O)(=O)OC1=CC(=CC2=CC=C(C(=C12)C#C[Si](C(C)C)(C(C)C)C(C)C)F)OS(=O)(=O)C(F)(F)F)(F)F